2-(4-(piperidin-1-yl)butyl)pyridin N1(CCCCC1)CCCCC1=NC=CC=C1